CN(CCOC=1C=CC(=NC1)C=1C=CC=C2C=NC(=NC12)NC1=CC=C(C=C1)N1CCNCC1)C 8-(5-(2-(dimethylamino)ethoxy)pyridin-2-yl)-N-(4-(piperazin-1-yl)phenyl)quinazolin-2-amine